FC(C1=NC=C(C(=C1)C1=C(C(=O)O)C=CC(=C1)C1=NN(C=C1)C)OC)F 2-(2-(difluoromethyl)-5-methoxypyridin-4-yl)-4-(1-methyl-1H-pyrazol-3-yl)benzoic acid